(3,5-dichloro-4-((3-methyl-1H-indazol-5-yl)oxy)phenyl)-5-oxo-4,5-dihydro-1,2,4-oxadiazole-3-carboxamide ClC=1C=C(C=C(C1OC=1C=C2C(=NNC2=CC1)C)Cl)N1C(=NOC1=O)C(=O)N